(methylamino)-9-oxidopurin-9-ium CNC1=NC=C2NC=[N+](C2=N1)[O-]